O=C1N(C=CC=C1)C=1CN(CCC1)C(=O)OC(C)(C)C tert-butyl 2-oxo-5',6'-dihydro-2H-[1,3'-bipyridine]-1'(2'H)-carboxylate